rubidium benzenedisulfonate C=1(C(=CC=CC1)S(=O)(=O)[O-])S(=O)(=O)[O-].[Rb+].[Rb+]